ClC=1C(=C2C=3C(=C4C(=NC3C1)C1=CC3=C(C(N1C4)=O)COC([C@]3(O)CC)=O)[C@@H](CC2)C2C(C2)(C(=O)N)O)C ((1S,9S)-5-chloro-9-ethyl-9-hydroxy-4-methyl-10,13-dioxo-2,3,9,10,13,15-hexahydro-1H,12H-benzo[de]pyrano[3',4':6,7]indolizino[1,2-b]quinolin-1-yl)-1-hydroxycyclopropane-1-carboxamide